FC1=C(C=CC(=C1)F)C1=NC(=NC2=NC(=C(N=C12)C)C)N1C[C@@H](O[C@@H](C1)C)C=1C=NN(C1)COC (2S,6R)-4-[4-(2,4-difluorophenyl)-6,7-dimethyl-pteridin-2-yl]-2-[1-(methoxymethyl)pyrazol-4-yl]-6-methyl-morpholine